pyrroloquinolinedione N1C(C(C=C2C=CC=3C(=C12)C=CN3)=O)=O